(3R,4S)-4-fluoropyrrolidin F[C@H]1CCNC1